FC(CN1C(=NC2=C1C=C(C=C2F)C=2C(=CN1N=C(N=C(C12)OC)N[C@@H]1[C@@H](CN(CC1)C1(COC1)[2H])F)F)C)F 5-(1-(2,2-difluoroethyl)-4-fluoro-2-methyl-1H-benzo[d]imidazol-6-yl)-6-fluoro-N-((3R,4S)-3-fluoro-1-(oxetan-3-yl-3-d)piperidin-4-yl)-4-methoxypyrrolo[2,1-f][1,2,4]triazin-2-amine